NC1=NC=2C=C(C(=CC2C2=C1C=NN2C)C(=O)N(C2COC1=C2C=CC(=C1)C#CC=1C(=NN(C1)C)C(F)(F)F)C)F 4-amino-7-fluoro-N,1-dimethyl-N-(6-((1-methyl-3-(trifluoromethyl)-1H-pyrazol-4-yl)ethynyl)-2,3-dihydrobenzofuran-3-yl)-1H-pyrazolo[4,3-c]quinoline-8-carboxamide